ICC1(COC1)C 3-(iodomethyl)-3-methyloxetane